4-chloro-6-methoxy-1-methylphthalazine ClC1=NN=C(C2=CC=C(C=C12)OC)C